2,4-dimethyl-6-methoxyisophthalaldehyde CC1=C(C=O)C(=CC(=C1C=O)C)OC